ClC1=CC=C(C=C1)C1=CC(=NC(=N1)C=1C=NN(C1)C)N[C@@H](CO)CC (R)-2-((6-(4-chlorophenyl)-2-(1-methyl-1H-pyrazol-4-yl)pyrimidin-4-yl)amino)butan-1-ol